(S)-2'-Hydroxy-4'-(3-(1-((1-methyl-1H-imidazol-2-yl)methyl)pyrrolidin-3-yl)-2-oxo-2,3-dihydro-1H-imidazo[4,5-b]pyridin-1-yl)-[1,1'-biphenyl]-4-carboxylic Acid OC1=C(C=CC(=C1)N1C(N(C2=NC=CC=C21)[C@@H]2CN(CC2)CC=2N(C=CN2)C)=O)C2=CC=C(C=C2)C(=O)O